C[C@H]1NC2=C(OCC1)C(=NC(=N2)N)N2C[C@@H](CC2)NC (R)-8-Methyl-4-((R)-3-(methylamino)pyrrolidin-1-yl)-6,7,8,9-tetrahydropyrimido[5,4-b][1,4]oxazepin-2-amine